C1(=CC=CC=C1)N(C1=CC=C(C2=CC=CC=C12)B(O)O)C1=CC=CC=C1 (4-(diphenylamino)naphthalen-1-yl)boronic acid